2-((Methyl(propyl)amino)methyl)-4-propyl-1-thioxo-2,4-dihydro-[1,2,4]triazolo[4,3-a]quinazolin-5(1H)-one CN(CCC)CN1N=C2N(C3=CC=CC=C3C(N2CCC)=O)C1=S